C(C)(C)(C)OC(=O)NC=1C(=C(OCC(C(=O)OC(C)(C)C)=C)C=C(C1)Cl)F tert-butyl 2-[[3-(tert-butoxycarbonylamino)-5-chloro-2-fluoro-phenoxy]methyl]prop-2-enoate